C(C)OC(=O)C1(CC1)C1=C(C=C(C=C1)C=1C=NC(=CC1)C=1C=NN(C1NC1=NC(=CN=C1)OC(C)C)C)C 1-[4-[6-[5-[(6-isopropoxypyrazin-2-yl)amino]-1-methyl-pyrazol-4-yl]-3-pyridinyl]-2-methyl-phenyl]cyclopropanecarboxylic acid ethyl ester